C(CCCCCCC\C=C/C\C=C/CCCCC)OC(CCCCCCCC(=O)OCCCN(CC)CC)C(CCCCCCCC)OCCCCCCCC\C=C/C\C=C/CCCCC 3-(diethylamino)propyl (+)-syn-9,10-dilinoleoxystearate